(R)-5-bromo-1-((1-(3-cyclohexyl-2-methylpropanoyl)-4-hydroxypiperidin-4-yl)methyl)-4-(2-fluorophenyl)pyridin-2(1H)-one BrC=1C(=CC(N(C1)CC1(CCN(CC1)C([C@@H](CC1CCCCC1)C)=O)O)=O)C1=C(C=CC=C1)F